5-phenylpyridazin-3(2H)-one C1(=CC=CC=C1)C1=CC(NN=C1)=O